8-(2-Chloroacetyl)-4-((4-phenylthiazol-2-yl)methyl)-1-thia-4,8-diazaspiro[4.5]decan-3-one ClCC(=O)N1CCC2(N(C(CS2)=O)CC=2SC=C(N2)C2=CC=CC=C2)CC1